C(C1=CC=CC=C1)N1CCC(CC1)(C1=NC=CN=C1)CNC(OC(C)(C)C)=O tert-butyl ((1-benzyl-4-(pyrazin-2-yl)piperidin-4-yl)methyl)carbamate